ethoxycarbonylmethyltriethylammonium C(C)OC(=O)C[N+](CC)(CC)CC